2-(5-(1-Methyl-1H-indazol-5-yl)-1H-pyrazol-3-yl)naphthalen-1-ol CN1N=CC2=CC(=CC=C12)C1=CC(=NN1)C1=C(C2=CC=CC=C2C=C1)O